COCCNC(=O)C1=CC2=C(N(C(=N2)NC=2OC3=C(N2)C=CC(=C3)OC(F)(F)F)C3CCOCC3)C=C1 N-(2-methoxyethyl)-1-(tetrahydro-2H-pyran-4-yl)-2-((6-(trifluoro-methoxy)benzo[d]-oxazol-2-yl)amino)-1H-benzo[d]imidazole-5-carboxamide